{6-[7-(3-dimethylamino-propoxy)-imidazo[1,2-a]pyridin-3-yl]-pyrimidin-4-yl}-[4-(2-methyl-2H-[1,2,3]triazol-4-yl)-benzyl]-amine CN(CCCOC1=CC=2N(C=C1)C(=CN2)C2=CC(=NC=N2)NCC2=CC=C(C=C2)C2=NN(N=C2)C)C